(decahydronaphthalen-1-yl)(3-methyl-4-phenylpiperazin-1-yl)methanone C1(CCCC2CCCCC12)C(=O)N1CC(N(CC1)C1=CC=CC=C1)C